C(C)(C)(C)C1=NOC(=N1)C(=O)N[C@H]1CCCCC2=C1C=CC(=C2)C2=CC(=NC=C2)NC(=O)C2C(C2)(F)F 3-(tert-butyl)-N-((5S)-2-(2-(2,2-difluorocyclopropane-1-carboxamido)pyridin-4-yl)-6,7,8,9-tetrahydro-5H-benzo[7]annulen-5-yl)-1,2,4-oxadiazole-5-carboxamide